1-(2-Fluoroethyl)-N-((1,2,3,5,6,7-hexahydro-s-indacen-4-yl)carbamoyl)azetidine-3-sulfonamide, Potassium Salt [K].FCCN1CC(C1)S(=O)(=O)NC(NC1=C2CCCC2=CC=2CCCC12)=O